6-(2-fluoro-5-nitrophenyl)-6-azaspiro[2.5]octane FC1=C(C=C(C=C1)[N+](=O)[O-])N1CCC2(CC2)CC1